(S)-5-methoxy-4-((2-(4-(methoxycarbonyl)phenyl)-4-(pyrimidin-4-yl)piperidin-1-yl)methyl)-7-Methyl-1H-indole-1-carboxylic acid tert-butyl ester C(C)(C)(C)OC(=O)N1C=CC2=C(C(=CC(=C12)C)OC)CN1[C@@H](CC(CC1)C1=NC=NC=C1)C1=CC=C(C=C1)C(=O)OC